1-(5-((1-(cyclohexylsulfonyl)piperidin-4-yl)methyl)pyrazolo[1,5-a]pyridin-3-yl)dihydropyrimidine-2,4(1H,3H)-dione C1(CCCCC1)S(=O)(=O)N1CCC(CC1)CC1=CC=2N(C=C1)N=CC2N2C(NC(CC2)=O)=O